CN1C(=CC=C1)C=1C=NC=CC1 3-(1-methyl-1H-pyrrol-2-yl)pyridine